(R)-2-(N-(4-Amino-5-benzoylthiazol-2-yl)-2-fluoroanilino)propanamid NC=1N=C(SC1C(C1=CC=CC=C1)=O)N(C1=C(C=CC=C1)F)[C@@H](C(=O)N)C